3-[2-fluoro-3-[[2-fluoroethyl(methyl)sulfamoyl]amino]benzoyl]-5-(2-methoxypyrimidin-5-yl)-1H-pyrrolo[2,3-b]pyridine FC1=C(C(=O)C2=CNC3=NC=C(C=C32)C=3C=NC(=NC3)OC)C=CC=C1NS(N(C)CCF)(=O)=O